N1(CCCCC1)C1CCN(CC1)C([C@@H](CC1=CC2=C(NC(O2)=O)C(=C1)I)NC(=O)N1CCC(CC1)N1C(NC2=CC=CC=C2C1)=O)=O (R)-4-(2-Oxo-1,4-dihydro-2H-quinazolin-3-yl)-piperidine-1-carboxylic acid [2-[1,4']bipiperidinyl-1'-yl-1-(4-iodo-2-oxo-2,3-dihydro-benzooxazol-6-ylmethyl)-2-oxo-ethyl]-amide